C1(=CC=CC=C1)N1C(OCC1)=O (4R)-phenyl-2-oxazolidinone